COC1=C(CN2CCC3(CN(C3)C3=CC=CC=4N(C(N(C43)C)=O)C4C(NC(CC4)=O)=O)CC2)C(=CC(=C1)C1=CN(C(C(=C1C)C)=O)C)OC 3-(4-(7-(2,6-dimethoxy-4-(1,4,5-trimethyl-6-oxo-1,6-dihydropyridin-3-yl)benzyl)-2,7-diazaspiro[3.5]nonan-2-yl)-3-methyl-2-oxo-2,3-dihydro-1H-benzo[d]imidazol-1-yl)piperidine-2,6-dione